2,4-diamino-methylcyclohexane NC1C(CCC(C1)N)C